CSC(NCCNC(CCC(=O)NC1=CC=CC2=CC=CC=C12)=O)=S methyl(2-{[4-(1-naphthylamino)-4-oxobutanoyl]amino} ethyl)dithiocarbamate